tert-butyl 4-([isopropyl[(1r,3r)-3-[3-ethenyl-2-methoxy-4-(methoxycarbonyl)phenoxy]cyclobutyl]amino]methyl)piperidine-1-carboxylate C(C)(C)N(C1CC(C1)OC1=C(C(=C(C=C1)C(=O)OC)C=C)OC)CC1CCN(CC1)C(=O)OC(C)(C)C